BrC=1C2=C(N(C(CC1CO)=O)CC1=CC(=C(C=C1)C)F)C=CC=C2 5-Bromo-1-(3-fluoro-4-methylbenzyl)-4-(hydroxymethyl)-1,3-dihydro-2H-benzo[b]azepine-2-One